OC(C(=O)N1C(C=CCC1)=O)(CC1=CC(=C(C(=C1)OC)OC)OC)O 1-(2,2-dihydroxy-3-(3,4,5-trimethoxyphenyl)propanoyl)-5,6-dihydropyridin-2(1H)-one